3-(2,5-dioxopyrrolidin-1-yl)oxycarbonyloxy-3-methyl-azetidine-1-carboxylic acid tert-butyl ester C(C)(C)(C)OC(=O)N1CC(C1)(C)OC(=O)ON1C(CCC1=O)=O